tert-butyl (2S,4S)-2-(hydroxymethyl)-4-(methylsulfanyl)-pyrrolidine-1-carboxylate OC[C@H]1N(C[C@H](C1)SC)C(=O)OC(C)(C)C